(3S,7S,8aS)-3-(4-chlorobenzyl)-2-(1-(4-chloropyridin-2-yl)piperidin-4-yl)-7-(methylsulfonyl)octahydropyrrolo[1,2-a]pyrazine trihydrochloride Cl.Cl.Cl.ClC1=CC=C(C[C@@H]2N(C[C@H]3N(C2)C[C@H](C3)S(=O)(=O)C)C3CCN(CC3)C3=NC=CC(=C3)Cl)C=C1